(3R)-3-(5-chloro-2-hydroxy-phenyl)-3-methyl-6-(trifluoromethyl)indolin-2-one ClC=1C=CC(=C(C1)[C@@]1(C(NC2=CC(=CC=C12)C(F)(F)F)=O)C)O